C1(CC1)C1=NC=C(C(=O)NC=2C=C3C(=NC=NC3=CC2OC)C=2C(=NN(C2)C)C2=CC=CC=C2)C=C1 6-cyclopropyl-N-(7-methoxy-4-(1-methyl-3-phenyl-1H-pyrazol-4-yl)quinazolin-6-yl)nicotinamide